2-(2-Butoxyethoxy)-1-propanol C(CCC)OCCOC(CO)C